ClC1=C(CSC=2SC(=NN2)C2=NC=C(N=C2)C)C(=CC=C1)Cl 2-(2,6-dichlorobenzyl)thio-5-(5-methylpyrazin-2-yl)-1,3,4-thiadiazole